2-((2,6-difluorobenzyl)(ethoxycarbonyl)amino)-4-((dimethylamino)methyl)-5-(4-nitrophenyl)thiophene-3-carboxylic acid ethyl ester C(C)OC(=O)C1=C(SC(=C1CN(C)C)C1=CC=C(C=C1)[N+](=O)[O-])N(C(=O)OCC)CC1=C(C=CC=C1F)F